C(C1=CC=CC=C1)OC(=O)NC=1C(=C(C=CC1)[C@]1(N/C(/N(C(C1)=O)[C@H]1C[C@H](C(CC1)(F)F)OC)=N\C(OC(C)(C)C)=O)C)Cl |&1:24,26| tert-Butyl (NE)-N-{(4S)-4-[3-(benzyloxycarbonylamino)-2-chlorophenyl]-1-[(1RS,3RS)-4,4-difluoro-3-methoxycyclohexyl]-4-methyl-6-oxohexahydropyrimidin-2-ylidene}-carbamate